1-(3,5-bis(trifluoromethyl)phenyl)-3-n-butyl-thiourea FC(C=1C=C(C=C(C1)C(F)(F)F)NC(=S)NCCCC)(F)F